FC(C(=O)O)(F)F.O1CCN(CC1)C(=O)C1CCNCC1 morpholino(piperidin-4-yl)methanone trifluoroacetate